BrC=1C=2N(C(=CC1)C=O)N=CN2 8-bromo-[1,2,4]triazolo[1,5-a]pyridine-5-carbaldehyde